C([2H])([2H])([2H])N(CC[C@H](CSC1=CC=C(C=C1)F)NC1=C(C=C(C=C1F)S(=O)(=O)NC(=O)[C@@]1(OCCCC1)C)Cl)C([2H])([2H])[2H] (R)-N-((4-(((R)-4-(bis(methyl-d3)amino)-1-((4-fluorophenyl)thio)butan-2-yl)amino)-3-chloro-5-fluorophenyl)sulfonyl)-2-methyltetrahydro-2H-pyran-2-carboxamide